C(C)(C)(C)OC(=O)N1CC2(C1)C[C@@H]([C@@H](CC2)O)C.CN(C2=CC=C(C=C2)CC2=CC=C(C=C2)N(C)C)C bis(4-(dimethylamino)phenyl)methane tert-butyl-(6S,7R)-7-hydroxy-6-methyl-2-azaspiro[3.5]nonane-2-carboxylate